COC=1C=C2C(=CN=CC2=CC1C(=O)N)OC[C@H]1NC(CC1)=O 6-methoxy-4-{[(2S)-5-oxopyrrolidin-2-yl]methoxy}isoquinoline-7-carboxamide